C(CCCCCCC)NC1=NC(=NC(=N1)NCCCCCCCC)NCCC[Si](OCC)(OCC)OCC 2,4-bis(octylamino)-6-(3-triethoxysilylpropyl)amino-1,3,5-triazine